N(C)C[C@H](O)[C@@H](O)[C@H](O)[C@H](O)CO D-meglumine